C(CCC)OC(=O)N1CCC(CC1)S(N(C)CC)(=O)=O.OCCOC1(CC=C(C=C1)OCCO)C1=CC=CC=C1 1,4-bis(2-hydroxyethoxy)biphenyl butyl-4-[ethyl(methyl)sulfamoyl]-piperidine-1-carboxylate